[Si](C)(C)(C(C)(C)C)OCC=1C=C(C=NC1C)/C(=C/C(=O)OCC)/C1=C(C=2N(C=C1)C(=NN2)C(F)(F)F)C ethyl (E)-3-(5-(((tert-butyldimethylsilyl)oxy)methyl)-6-methylpyridin-3-yl)-3-(8-methyl-3-(trifluoromethyl)-[1,2,4]triazolo[4,3-a]pyridin-7-yl)acrylate